[Na].CN1C(N(C=2N=CN(C2C1=O)[C@H](C(=O)NC=1SC(=C(N1)C=1C=NC(=NC1)N1C[C@H](CC1)OC)C)C)C)=O (S)-2-(1,3-dimethyl-2,6-dioxo-1,2,3,6-tetrahydro-7H-purin-7-yl)-N-(4-(2-((S)-3-methoxypyrrolidin-1-yl)pyrimidin-5-yl)-5-methylthiazol-2-yl)propanamide Sodium